3-(4-(3-((4-(((7-((1-acetylpiperidin-4-yl)methoxy)-5-fluoro-4-oxo-3,4-dihydroquinazolin-2-yl)methyl)thio)piperidin-1-yl)methyl)azetidin-1-yl)-1-oxoisoindolin-2-yl)piperidine-2,6-dione C(C)(=O)N1CCC(CC1)COC1=CC(=C2C(NC(=NC2=C1)CSC1CCN(CC1)CC1CN(C1)C1=C2CN(C(C2=CC=C1)=O)C1C(NC(CC1)=O)=O)=O)F